NCCCCCN.C(CCCCCCCCCCC(=O)O)(=O)O dodecanedioic acid-pentamethylenediamine salt